[Si](C)(C)(C(C)(C)C)O[C@]1(CN(CCC1)C1=NC(=NC2=C(C(=C(C=C12)[N+](=O)[O-])C=1C=C(C=C2C=CC(=C(C12)CC=O)F)OCOC)F)OCC(F)(F)F)C 2-(8-(4-((R)-3-((tert-butyldimethylsilyl)oxy)-3-methylpiperidin-1-yl)-8-fluoro-6-nitro-2-(2,2,2-trifluoroethoxy)quinazolin-7-yl)-2-fluoro-6-(methoxymethoxy)naphthalen-1-yl)acetaldehyde